C(#N)C=1N=CC(=NC1)NC1=NC=C(C(=O)NC([2H])([2H])[2H])C(=C1)NC1=C(C(=CC=C1)C1=NC=CC=N1)OC 6-((5-cyanopyrazin-2-yl)amino)-4-((2-methoxy-3-(pyrimidin-2-yl)phenyl)amino)-N-(methyl-d3)nicotinamide